i-decanoic acid C(CCCCCCC(C)C)(=O)O